C(C)SC=1C(=NC=C(C1)C1=CC=C(C=C1)OC(F)(F)F)C1=NC=2N(C=C1)N=C(C2)C(F)(F)F 5-(3-(ethylthio)-5-(4-(trifluoromethoxy)phenyl)pyridin-2-yl)-2-(trifluoromethyl)pyrazolo[1,5-a]pyrimidine